isopropyl malate (3-carboxy-3-hydroxy-4-methylpentanoate) C(=O)(O)C(CC(=O)O)(C(C)C)O.C(C(O)CC(=O)O)(=O)OC(C)C